NC1=CC2=C(N=C(N2)C2=CC=C(C=C2)C=2NC3=C(N2)C=CC(=C3)N)C=C1 1,4-bis(5-aminobenzimidazol-2-yl)benzene